NC1=C(C=NC=2N1N=CC2C2=NOC(N2)=O)C2=CC(=CC1=C2SC=C1)C 3-(7-amino-6-(5-methylbenzo[b]thiophen-7-yl)pyrazolo[1,5-a]pyrimidin-3-yl)-1,2,4-oxadiazol-5(4H)-one